1-(benzo[b]thiophen-2-yl)-2-(4-(trifluoromethyl)phenyl)prop-2-en-1-one S1C2=C(C=C1C(C(=C)C1=CC=C(C=C1)C(F)(F)F)=O)C=CC=C2